[C@H]12CN(C[C@H](CC1)N2)C2=NC(=NC1=C(C(=CC=C21)C2=CC(=CC1=CC=CC=C21)O)F)OCC2C(NCC2)=O 3-(((4-((1R,5S)-3,8-diazabicyclo[3.2.1]octan-3-yl)-8-fluoro-7-(3-hydroxynaphthalen-1-yl)quinazolin-2-yl)oxy)methyl)pyrrolidin-2-one